C(C1=CC=CC=C1)OC1=C(C(=NC(=C1)C1=C(C=C(C=C1C)C(C)(C)C)OC1=C(C=C(C=C1)F)OC)C)C(=O)O 4-benzyloxy-6-[4-tert-butyl-2-(4-fluoro-2-methoxy-phenoxy)-6-methyl-phenyl]-2-methyl-pyridine-3-carboxylic acid